1,4-dimethoxy-2-methylbenzene COC1=C(C=C(C=C1)OC)C